FC(C(=O)O)(F)F.C(C)(=O)OCC=O 2-oxoethyl acetate 2,2,2-trifluoroacetate